Tert-butyl(1-((S)-3-Cyclohexyl-1-(((S)-1-Hydroxy-3-((S)-2-Oxopyrrolidin-3-Yl)Propan-2-Yl)Amino)-1-Oxopropan-2-yl)-2-Oxo-1,2-Dihydropyridin-3-Yl)Carbamate C(C)(C)(C)OC(NC=1C(N(C=CC1)[C@H](C(=O)N[C@H](CO)C[C@H]1C(NCC1)=O)CC1CCCCC1)=O)=O